Chloro-N-(4-(6-isopropyl-5-(8-methoxy-[1,2,4]triazolo[1,5-a]pyridin-6-yl)-4H-pyrrolo[3,2-d]thiazol-2-yl)cyclohexyl)acetamide ClCC(=O)NC1CCC(CC1)C=1SC2=C(N1)C(=C(N2)C=2C=C(C=1N(C2)N=CN1)OC)C(C)C